tert-butyl 4-[9-(2,6-dioxo-3-piperidyl)pyrido[2,3-b]indol-6-yl]-3,6-dihydro-2H-pyridine-1-carboxylate O=C1NC(CCC1N1C2=C(C3=CC(=CC=C13)C=1CCN(CC1)C(=O)OC(C)(C)C)C=CC=N2)=O